FC(C(=O)O)(F)F.OC=1C=C2C(C(=CN(C2=CC1O)C)C1=COC2=CC(=C(C(=C2C1=O)C(=O)OCC=1N=NN(C1)CC(=O)N[C@@H](CCCNC(N)=N)C(=O)O)O)O)=O N2-({4-[({[3-(6,7-Dihydroxy-1-methyl-4-oxo-1,4-dihydroquinolin-3-yl)-6,7-dihydroxy-4-oxo-4H-chromen-5-yl]carbonyl}oxy)methyl]-1H-1,2,3-triazol-1-yl}acetyl)-L-arginine trifluoroacetate